Cl.Cl.FC1=C(C=CC(=C1)C1(CCNCC1)F)C=1N=C2SC3=C(N2C1)C=CC(=C3)C(=O)NC3CCN(CC3)C 2-(2-fluoro-4-(4-fluoropiperidin-4-yl)phenyl)-N-(1-methylpiperidin-4-yl)benzo[d]imidazo[2,1-b]thiazole-7-carboxamide dihydrochloride